[IH2+].N1=C(C=CC=C1)C1=NC=CC=C1 Bipyridine iodonium salt